ClC1=C(CN(S(=O)(=O)C)CC2=C(C=C(C=C2)OC)OC)C=C(C(=C1)N1N=C(C=2C=NC(=CC21)C=2C=NN1C2N=CC=C1)NCCN1CCOCC1)OC N-(2-chloro-5-methoxy-4-(3-((2-morpholinoethyl)amino)-6-(pyrazolo[1,5-a]pyrimidin-3-yl)-1H-pyrazolo[4,3-c]pyridin-1-yl)benzyl)-N-(2,4-dimethoxybenzyl)methane-sulfonamide